ClC1=CC=C2C(=CC(=NC2=C1)C(F)(F)F)NCC1(CN(C1)C(=O)N)C1=NC=C(C=C1)F 3-(((7-Chloro-2-(trifluoromethyl)quinolin-4-yl)amino)methyl)-3-(5-fluoropyridin-2-yl)azetidine-1-carboxamide